(5S)-2,9-dibromo-8-chloro-7-(2,6-difluorophenyl)-5-methyl-5H-pyrimido[1,2-a][1,4]benzodiazepine BrC1=CN=C2N(C3=C(C(=N[C@H]2C)C2=C(C=CC=C2F)F)C(=C(C=C3)Br)Cl)C1